ClC1=CN(C2=CC(=C(C=C12)CNC(C(=O)O)C)C(F)(F)F)C1=NOC(=N1)C1=CC(=C(C=C1)OC(C)C)Cl (((3-chloro-1-(5-(3-chloro-4-isopropyloxyphenyl)-1,2,4-oxadiazol-3-yl)-6-(trifluoromethyl)-1H-indol-5-yl)methyl)amino)propanoic acid